COC1=C(CCNC(OC(C)C)=O)C=C(C=C1)OC Isopropyl (2,5-Dimethoxyphenethyl)carbamate